N-(4-(4-(pyrrolidin-3-ylmethyl)piperazin-1-yl)phenyl)-N-((1r,4r)-4-(quinazolin-2-ylamino)cyclohexyl)acetamide N1CC(CC1)CN1CCN(CC1)C1=CC=C(C=C1)N(C(C)=O)C1CCC(CC1)NC1=NC2=CC=CC=C2C=N1